ClC1=C(C=2N=C(N=C(C2C=N1)N1C[C@@H](CCC1)S(=O)(=O)N)OC[C@]12CCCN2C[C@@H](C1)F)F (R)-1-(7-chloro-8-fluoro-2-(((2R,7aS)-2-fluorotetrahydro-1H-pyrrolizin-7a(5H)-yl)methoxy)pyrido[4,3-d]pyrimidin-4-yl)piperidine-3-sulfonamide